(1S)-1-[(3aR,5R,6R,6aR)-6-benzyloxy-2,2-dimethyl-3a,5,6,6a-tetrahydrofuro[2,3-d][1,3]dioxol-5-yl]ethane-1,2-diol C(C1=CC=CC=C1)O[C@@H]1[C@H](O[C@@H]2OC(O[C@@H]21)(C)C)[C@H](CO)O